FC=1C=C(C=C2C(NC(=NC12)C1(CCNCC1)F)=O)C=1C=NC=2N(C1)C=C(N2)C 8-Fluoro-2-(4-fluoropiperidin-4-yl)-6-(2-methylimidazo[1,2-a]pyrimidin-6-yl)quinazolin-4(3H)-one